ClC1=CC(=C(C=C1)C1OC(=C(C1=O)OC(C)=O)N)F 2-(4-chloro-2-fluorophenyl)-4-(acetoxy)-5-amino-3(2H)-furanone